ClC1=C(C=CC(=C1)F)NC1=CC=C2C(=NNC2=C1)NC(C1=CC=C(C=C1)C1CCN(CC1)C)=O N-(6-((2-chloro-4-fluorophenyl)amino)-1H-indazol-3-yl)-4-(1-methylpiperidin-4-yl)benzamide